(S)-18,22-diamino-17-oxo-4,7,10,13-tetraoxa-16-azadocosane N[C@H](C(NCCOCCOCCOCCOCCC)=O)CCCCN